(R)-2-(2-hydroxypropan-2-yl)-N'-((5-(2-methoxypyridin-4-yl)-2,3-dihydro-1H-inden-4-yl)carbamoyl)thiazole-5-sulfonimidamide OC(C)(C)C=1SC(=CN1)[S@@](=O)(N)=NC(NC1=C2CCCC2=CC=C1C1=CC(=NC=C1)OC)=O